((((3S,4S)-1-(tert-butoxycarbonyl)pyrrolidine-3,4-diyl)bis(oxy))bis(2-oxoethane-2,1-diyl))bis(propane-2,1,3-triyl) tetranonanoate C(CCCCCCCC)(=O)OCC(COC(CCCCCCCC)=O)CC(=O)O[C@H]1CN(C[C@@H]1OC(CC(COC(CCCCCCCC)=O)COC(CCCCCCCC)=O)=O)C(=O)OC(C)(C)C